BrC1=C(C=C2C=C(NC2=C1F)CNC(OC(C)(C)C)=O)Cl tert-butyl ((6-bromo-5-chloro-7-fluoro-1H-indol-2-yl)methyl)carbamate